2-chloro-4-((7'-methyl-6'-oxo-3',4,4',5,6',7'-hexahydro-1'H,2H-spiro[furan-3,2'-[1,4]oxazepino[2,3-c]quinolin]-10'-yl)amino)nicotinonitrile ClC1=C(C#N)C(=CC=N1)NC1=CC=2C3=C(C(N(C2C=C1)C)=O)OCCC1(N3)COCC1